2,5,6,7-tetrahydro-1,4-oxazepin O1CC=NCCC1